4-((7-(2-((5-bromo-3-(cyclopropylmethyl)-2,6-dioxo-3,6-dihydropyrimidin-1(2H)-yl)methyl)thieno[3,2-b]pyridin-7-yl)-5-chloro-1H-indol-1-yl)methyl)piperidine-4-carbonitrile BrC1=CN(C(N(C1=O)CC1=CC2=NC=CC(=C2S1)C=1C=C(C=C2C=CN(C12)CC1(CCNCC1)C#N)Cl)=O)CC1CC1